FC=1C(=NC=C(C1)F)CNC(=O)C1=CN=C(S1)N1CCC(CC1)N1CC2=CC=C(C=C2CC1)C N-[(3,5-difluoropyridin-2-yl)methyl]-2-[4-(6-methyl-3,4-dihydroisoquinolin-2(1H)-yl)piperidin-1-yl]-1,3-thiazole-5-carboxamide